3-acetyl-7-hydroxy-4-(4-methylpiperazin-1-yl)-2H-benzopyran-2-one C(C)(=O)C=1C(OC2=C(C1N1CCN(CC1)C)C=CC(=C2)O)=O